FN1CCOCC1C(=O)C1=CC=CC=C1 4-fluoro-5-morpholinophenone